2-chloro-N-(3-chlorobenzyl)-6-(3,5-dimethylisoxazol-4-yl)quinazolin-4-amine ClC1=NC2=CC=C(C=C2C(=N1)NCC1=CC(=CC=C1)Cl)C=1C(=NOC1C)C